(E)-4-(4-(phenylmethyloxy)-3,3-difluorobut-1-en-1-yl)-6-(prop-1-en-2-yl)pyrimidin-5-amine C1(=CC=CC=C1)COCC(/C=C/C1=NC=NC(=C1N)C(=C)C)(F)F